C1CCC2=NC=3C=CC=CC3C(=C21)C(CCN)N 1-(2,3-dihydro-1H-cyclopenta[b]quinolin-9-yl)propane-1,3-diamine